Butyl-3-(2,3,6,7-tetrahydrobenzo[1,2-b:4,5-b']difuran-4-yl)-3-((trimethylsilyl)oxy)azetidine-1-carboxylate C(CCC)OC(=O)N1CC(C1)(O[Si](C)(C)C)C1=C2C(OCC2)=CC2=C1OCC2